2-((4-fluorobenzyl)sulfonyl)-5-phenoxyazole FC1=CC=C(CS(=O)(=O)C=2NC(=CC2)OC2=CC=CC=C2)C=C1